B(OCC(F)(F)F)([O-])[O-] 2,2,2-trifluoroethyl borate